N[C@H]1C[C@H](N(C1)C1=C(C=CC(=C1)C=1C=NC=CC1C#N)NC(=O)C1=NN(C(C=C1)=O)C1=C(C=CC=C1F)F)CO N-(2-((2S,4S)-4-amino-2-(hydroxymethyl)pyrrolidin-1-yl)-4-(4-cyanopyridin-3-yl)phenyl)-1-(2,6-difluorophenyl)-6-oxo-1,6-dihydropyridazine-3-carboxamide